N1=C(C=CC=C1)S(=O)(=O)F Pyridine-2-sulfonyl Fluoride